FC1=C(C=C(C=C1)C1=C(C=CC=C1)C(C)C)COC=1N=CC(=NC1)[C@@H]1[C@H](C1)C(=O)O (1S,2S)-2-[5-(4-fluoro-2'-isopropyl-biphenyl-3-ylmethoxy)-pyrazin-2-yl]-cyclopropanecarboxylic acid